C(C)(=O)O.FC=1C(=C(C=CC1F)C(=O)N1CC(C1)(O)CNC(=N)N)NC1=C(C=C(C=C1)I)F 1-{[1-({3,4-difluoro-2-[(2-fluoro-4-iodophenyl)amino]phenyl}carbonyl)-3-hydroxyazetidin-3-yl]methyl}guanidine acetate salt